C(C)(=O)OCC([C@H](C(=O)NCCC(=O)NCCSC(CC1(OCC(CO1)(C)C)CCC(=O)OC)=O)O)(C)C methyl 3-(2-[2-[(2-[3-[(2R)-4-(acetyloxy)-2-hydroxy-3,3-dimethylbutanamido]propanamido]ethyl)sulfanyl]-2-oxoethyl]-5,5-dimethyl-1,3-dioxan-2-yl)propanoate